diethyl [5-fluoro-2-(trifluoromethoxy)pyridin-4-yl](methyl)propanedioate FC=1C(=CC(=NC1)OC(F)(F)F)C(C(=O)OCC)(C(=O)OCC)C